5-cyclopropyl-N-[1-methyl-1-(5-methyl-1,2,4-oxadiazol-3-yl)-2-(2-oxa-6-azaspiro[3.3]hept-6-yl)-2-oxoethyl]-4-(2,2,2-trifluoroethoxy)-2-pyridinecarboxamide C1(CC1)C=1C(=CC(=NC1)C(=O)NC(C(=O)N1CC2(COC2)C1)(C1=NOC(=N1)C)C)OCC(F)(F)F